O1C=C(C=C1)C(=O)NC=1C=C2C(=CNC2=CC1)C1CCN(CC1)CCCCC 5-(3-furoyl)amino-3-(1-pentylpiperidin-4-yl)-1H-indole